(1r,4r)-2,5-diazabicyclo[2.2.1]heptane-2-carboxylic acid tert-butyl ester C(C)(C)(C)OC(=O)N1[C@H]2CN[C@@H](C1)C2